(R)- or (S)-2-Cyclopropyl-7-(2-cyclopropyl-benzyl)-5-(2'-methoxy-4'-methyl-3,4,5,6-tetrahydro-2H-[1,3']bipyridinyl-4-yl)-4-methyl-2,4,5,7-tetrahydro-pyrazolo[3,4-d]pyrimidin-6-one C1(CC1)N1N=C2N(C(N([C@@H](C2=C1)C)C1CCN(CC1)C=1C(=NC=CC1C)OC)=O)CC1=C(C=CC=C1)C1CC1 |o1:9|